2-(6-bromo-5-chloro-1-methyl-1H-imidazo[4,5-b]pyridin-2-yl)-5-(trifluoromethyl)phenol BrC=1C=C2C(=NC1Cl)N=C(N2C)C2=C(C=C(C=C2)C(F)(F)F)O